7-((1H-Imidazol-1-yl)methyl)-5-bromo-2-(2,4-dimethoxybenzyl)-3,4-dihydroisoquinolin-1(2H)-one N1(C=NC=C1)CC1=CC(=C2CCN(C(C2=C1)=O)CC1=C(C=C(C=C1)OC)OC)Br